(S)-3-amino-3-(2-bromophenyl)propanoic acid N[C@@H](CC(=O)O)C1=C(C=CC=C1)Br